N[C@@H]1CN(CC[C@H]1F)C1=NC2=C(N1CC(=O)N1CC(C1)OC(C)(C)C)C=C(C(=C2)F)F 2-(2-((3R,4R)-3-amino-4-fluoropiperidin-1-yl)-5,6-difluoro-1H-benzo[d]imidazol-1-yl)-1-(3-(tert-butoxy)azetidin-1-yl)ethan-1-one